C(=C)C1=CC=C(C=C1)OS(O)(=O)=O 4-Vinyl-Phenyl-Sulfuric Acid